ClC=1C(=CC=C2C(=NNC12)I)F 7-Chloro-6-fluoro-3-iodo-1H-indazole